2-fluoro-4-(3-methyl-1,2,4-oxadiazol-5-yl)benzoylchloride FC1=C(C(=O)Cl)C=CC(=C1)C1=NC(=NO1)C